C12COCC(N1C=1C=CC=3C4(C5=CC=C(C=C5OC3C1)N1C3COCC1C3)OC(C3=CC=C(C=C34)C(=O)O)=O)C2 3',6'-di(3-oxa-6-azabicyclo[3.1.1]heptan-6-yl)-3-oxo-3H-spiro[isobenzofuran-1,9'-xanthene]-6-carboxylic acid